C(C)(C)(C)OC(=O)N1C2COCC1CC(C2)O 7-hydroxy-3-oxa-9-azabicyclo[3.3.1]nonane-9-carboxylic acid tert-butyl ester